ClC1=CC=C2C=C(NC2=C1)C(=O)N[C@@H](CC(C)(C)C)C(N[C@@H](C[C@H]1C(NCCC1)=O)C#N)=O 6-chloro-N-[(1S)-1-[[(1S)-1-cyano-2-[(3S)-2-oxo-3-piperidyl]ethyl]carbamoyl]-3,3-dimethyl-butyl]-1H-indole-2-carboxamide